ClC1=CC=C(C=N1)C1=NC(=C2C(=N1)N(N=C2)C2=CC=C(C=C2)OC)NC(=O)C=2SC(=CC2)[N+](=O)[O-] N-(6-(6-chloropyridin-3-yl)-1-(4-methoxyphenyl)-1H-pyrazolo[3,4-d]pyrimidin-4-yl)-5-nitrothiophene-2-carboxamide